(1R)-1-[5-(2,4-difluorophenyl)-1,2,4-oxadiazol-3-yl]-6-azaspiro[2.5]octane-6-sulfonamide FC1=C(C=CC(=C1)F)C1=NC(=NO1)[C@@H]1CC12CCN(CC2)S(=O)(=O)N